3,5-Didodecyloxybenzoic acid C(CCCCCCCCCCC)OC=1C=C(C(=O)O)C=C(C1)OCCCCCCCCCCCC